(R)-(2-(4-(6-((1-(5-fluoro-2-methoxyphenyl) ethyl) amino) imidazo[1,2-b]pyridazin-3-yl)-1H-1,2,3-triazol-1-yl) ethyl) formate C(=O)OCCN1N=NC(=C1)C1=CN=C2N1N=C(C=C2)N[C@H](C)C2=C(C=CC(=C2)F)OC